C(CC)C1=C(C(=C(C=C1)O)CCCC)CCCC propyl-dibutylphenol